C(=O)(OC(C)(C)C)N1C[C@@H](CC1)C(=O)O (R)-N-Boc-pyrrolidine-3-carboxylic acid